C(#N)C1CN(C1)C1=NC(=CC(=N1)C1=NN=C(O1)C1=C(C=C(C=C1)NS(=O)(=O)CCO)N1CCC2(CC2)CC1)C N-(4-(5-(2-(3-Cyanoazetidin-1-yl)-6-methylpyrimidin-4-yl)-1,3,4-oxadiazol-2-yl)-3-(6-azaspiro[2.5]octan-6-yl)phenyl)-2-hydroxyethane-1-sulfonamide